C(CC)C1=C(C=CN1)O 5-n-propyl-4-hydroxypyrrole